BrC1=NC(=NC(=C1)Br)OCCOC 4,6-dibromo-2-(2-methoxyethoxy)pyrimidine